BrC1=C(C=CC(=C1)C(F)(F)F)B(O)O (2-bromo-4-(trifluoromethyl)phenyl)boronic acid